tert-Butyl (S)-4-(4-(1-(2-oxopyrrolidin-1-yl)ethyl)phenyl)-3,6-dihydropyridine-1(2H)-carboxylate O=C1N(CCC1)[C@@H](C)C1=CC=C(C=C1)C=1CCN(CC1)C(=O)OC(C)(C)C